CC1=C2C(=CN(C2=CC=C1CN1CCC2(CCN(CC2)C2=NC=NC3=CC=C(C=C23)CC(F)(F)F)CC1)CC(C)N1CCN(CC1)S(=O)(=O)C)C#N 4-methyl-1-[2-(4-methyl-sulfonylpiperazin-1-yl)propyl]-5-[[3-[6-(2,2,2-trifluoroethyl)quinazolin-4-yl]-3,9-diazaspiro[5.5]undecan-9-yl]methyl]indole-3-carbonitrile